4-(5-(4-fluoropiperidin-1-yl)-6-nitrothiazolo[4,5-b]pyridin-2-yl)morpholine FC1CCN(CC1)C1=C(C=C2C(=N1)N=C(S2)N2CCOCC2)[N+](=O)[O-]